(S)-3-((R)-(difluoromethyl)sulfinyl)-5,5-difluoro-1-(4-fluoro-3-(trifluoromethyl)phenyl)-4,5,6,7-tetrahydro-1H-indol-4-ol FC([S@](=O)C1=CN(C=2CCC([C@H](C12)O)(F)F)C1=CC(=C(C=C1)F)C(F)(F)F)F